[Br-].COC1=NC=CC(=C1)C1OCCC(C1)[Zn+] (2-(2-methoxypyridin-4-yl)tetrahydro-2H-pyran-4-yl)zinc(II) bromide